piperazin-1-yl-(methyl)-7-methyl-1H-indole N1(CCNCC1)C=1N(C2=C(C=CC=C2C1)C)C